FC1=CC(=C(OC=2C(=NC=NC2)N2CC3(C2)CCN(CC3)C(=O)OC(C)(C)C)C=C1)C(N(C1=CC=CC=C1)C(C)C)=O tert-butyl 2-(5-(4-fluoro-2-(isopropyl (phenyl) carbamoyl) phenoxy) pyrimidin-4-yl)-2,7-diazaspiro[3.5]nonane-7-carboxylate